(1S,2R,5R)-3,8-bis(2,2-diphenylacetyl)-3,8-diazabicyclo[3.2.1]octane-2-carboxylic acid C1(=CC=CC=C1)C(C(=O)N1[C@H]([C@@H]2CC[C@H](C1)N2C(C(C2=CC=CC=C2)C2=CC=CC=C2)=O)C(=O)O)C2=CC=CC=C2